C(C1=CC=CC=C1)OC1=C(C(=NC(=C1)C)Cl)N1CCOCC1 4-(4-benzyloxy-2-chloro-6-methyl-3-pyridyl)morpholine